methoxy-7-diphenylmethyleneindolin-2-one CON1C(CC=2C=CCC(C12)=C(C1=CC=CC=C1)C1=CC=CC=C1)=O